P(=O)(=O)CCC(=O)OCCC=C 3-butenyl phosphoethyl-carboxylate